(S)-N-(1-(1-(6-((diethyl(oxo)-λ6-sulfaneylidene)amino)pyrimidin-4-yl)-3-methyl-1H-1,2,4-triazol-5-yl)ethyl)-3,5-bis(trifluoromethyl)benzamide C(C)S(=O)(CC)=NC1=CC(=NC=N1)N1N=C(N=C1[C@H](C)NC(C1=CC(=CC(=C1)C(F)(F)F)C(F)(F)F)=O)C